COC1=CC=C(C=C1)C1SCCCS1 2-(4-methoxyphenyl)-1,3-dithiane